N1C=CN=CC=C1 [1,4]-diazepine